1-(4-(6-((2-(2,6-Dioxopiperidin-3-yl)-1,3-dioxoisoindolin-4-yl)amino)hexanamido)benzyl)-N-hydroxy-1H-indole-6-carboxamide O=C1NC(CCC1N1C(C2=CC=CC(=C2C1=O)NCCCCCC(=O)NC1=CC=C(CN2C=CC3=CC=C(C=C23)C(=O)NO)C=C1)=O)=O